O=C1NC(CCC1C1=NN(C2=CC(=CC=C12)C1CCN(CC1)CC1CCNCC1)C)=O 4-((4-(3-(2,6-dioxopiperidin-3-yl)-1-methyl-1H-indazol-6-yl)piperidin-1-yl)methyl)piperidine